Cl.CC1(CN(CCN1)C1=C2C(=NC=C1)N(CC2)C(=O)NC2=CC1=CN(N=C1C(=C2F)C)C)C 4-(3,3-dimethylpiperazin-1-yl)-N-(6-fluoro-2,7-dimethyl-2H-indazol-5-yl)-2,3-dihydro-1H-pyrrolo[2,3-b]pyridine-1-carboxamide hydrochloride